N1[C@@H](CCC1)C(=O)[O-].C(C)[P+](CCCCC)(CC)CC Triethyl(pentyl)phosphonium Prolinate